CC=1N(C(=CC1C(NC)=O)C)CC(=O)OC methyl 2-[2,5-dimethyl-3-(methylcarbamoyl)-1H-pyrrol-1-yl]acetate